2-[3-fluoro-1,1-diphenylpropan-2-yl]-5-methoxy-1-methyl-N-(1,2-oxazol-4-yl)-6-oxopyrimidine-4-carboxamide FCC(C(C1=CC=CC=C1)C1=CC=CC=C1)C=1N(C(C(=C(N1)C(=O)NC=1C=NOC1)OC)=O)C